2-(5-chloro-3,6-dimethoxypyridin-2-yl)ethan-1-amine ClC=1C=C(C(=NC1OC)CCN)OC